C[SiH2]C1=C(C=CC=C1)C1CCC1 methyl-(cyclobutylphenyl)silane